C1(CC1)C1=NNC(=N1)C1CC2(CN(C2)C(=O)N2CC(C2)C=2C=NC(=NC2)N2C[C@@H](CC2)C(F)(F)F)C1 [6-(3-cyclopropyl-1H-1,2,4-triazol-5-yl)-2-azaspiro[3.3]heptan-2-yl]-[3-[2-[(3R)-3-(trifluoromethyl)pyrrolidino]pyrimidin-5-yl]azetidin-1-yl]methanone